ClC=1C=CC=2NC=3C4=C(C5=CC=CC=C5N4[C@@]4(C(N(C([C@@]4(C3C2C1)O)=O)C)=O)O)OC (11S,15R)-7-chloro-11,15-dihydroxy-23-methoxy-13-methyl-3,13,16-triazahexacyclo[14.7.0.02,10.04,9.011,15.017,22]tricosa-1(23),2(10),4(9),5,7,17,19,21-octaene-12,14-dione